N-[6-(5-chloro-1,3-benzothiazol-2-yl)spiro[3.3]heptan-2-yl]-2-ethylsulfonyl-pyridine-4-carboxamide ClC=1C=CC2=C(N=C(S2)C2CC3(CC(C3)NC(=O)C3=CC(=NC=C3)S(=O)(=O)CC)C2)C1